(R)-1-(5-(5-(1-(3,5-dichloropyridin-4-yl)ethoxy)-1H-indazol-3-yl)-3-fluoropyridin-2-yl)-3-(1-methyl-1H-pyrazol-4-yl)azetidin-3-amine ClC=1C=NC=C(C1[C@@H](C)OC=1C=C2C(=NNC2=CC1)C=1C=C(C(=NC1)N1CC(C1)(N)C=1C=NN(C1)C)F)Cl